2,2'-methylenebis(4-n-butyl-6-t-butylphenol) C(C1=C(C(=CC(=C1)CCCC)C(C)(C)C)O)C1=C(C(=CC(=C1)CCCC)C(C)(C)C)O